quinoline-1-ium chloride [Cl-].[NH+]1=CC=CC2=CC=CC=C12